ClC1=C(C=CC=C1)C1=C2N(C(=NC1=O)NCC1(CC1)O)C=CC(=C2)C(F)(F)F 4-(2-chlorophenyl)-1-(((1-hydroxycyclopropyl)methyl)amino)-6-(trifluoromethyl)-3H-pyrido[1,2-c]pyrimidin-3-one